FC(F)(F)C1=NC=CC(=N1)S (Trifluoromethyl)pyrimidine-4-thiol